C(\C=C\C1=CC(OC)=C(O)C=C1)(=O)NCCC1=CC(O)=C(O)C=C1 Feruloyl-dopamine